7-(5-fluoro-2-(((3S,4R)-3-hydroxytetrahydro-2H-pyran-4-yl)amino)pyrimidin-4-yl)-1-isopropyl-2-((phenylamino)methyl)quinolin-4(1H)-one FC=1C(=NC(=NC1)N[C@H]1[C@@H](COCC1)O)C1=CC=C2C(C=C(N(C2=C1)C(C)C)CNC1=CC=CC=C1)=O